NC=1C=NC(=NC1)C1=NN=C(O1)CN(C(CC1=C(C=C(C=C1)C(F)(F)F)C(F)(F)F)=O)C1=CC=C(C=C1)F N-{[5-(5-aminopyrimidin-2-yl)-1,3,4-oxadiazol-2-yl]methyl}-2-[2,4-bis(trifluoromethyl)phenyl]-N-(4-fluorophenyl)acetamide